NCCNCCC[Si](OC)(OC)OC N-Aminoethylaminopropyl-tri-methoxysilan